phenyl-lambda5-phosphane C1(=CC=CC=C1)[PH4]